C1(=CC=C(C=C1)N(C1=CC=2C(C3=CC=CC=C3C2C=C1)(C)C)C=1C=C(C=C(C1)C1=CC(=CC(=C1)C(C)(C)C)C(C)(C)C)C1=CC(=CC(=C1)C(C)(C)C)C(C)(C)C)C1=CC=CC=C1 N-(1,1'-biphenyl-4-yl)-N-(3,3'',5,5''-tetra-tert-butyl-1,1':3',1''-terphenyl-5'-yl)-9,9-dimethyl-9H-fluoren-2-amine